Cl.FC(C1=NC(=NC=C1)C1=C(C=CC=C1)CN)(F)F 1-{2-[4-(trifluoromethyl)pyrimidin-2-yl]phenyl}methanamine hydrochloride